CC1(OC=2C(=NC(=CC2)C=2C(=CC(=NC2)NC(C)=O)NC2=NC(=CC(=C2)N2C[C@@H](CC2)OC(F)(F)F)S(=O)(=O)C)OC1)C (R)-N-(5-(2,2-dimethyl-2,3-dihydro-[1,4]dioxino[2,3-b]pyridin-6-yl)-4-((6-(methylsulfonyl)-4-(3-(trifluoromethoxy)pyrrolidin-1-yl)pyridin-2-yl)amino)pyridin-2-yl)acetamide